CC1=NC(=CC(=N1)NC1=NN2C(C=C(C=C2)C2=CC(=NC=C2OCC2CCC3(CCCC3)O2)C)=C1)C N-(2,6-dimethylpyrimidin-4-yl)-5-[2-methyl-5-(9-oxaspiro[4.4]nonan-8-ylmethoxy)-4-pyridyl]pyrazolo[1,5-a]pyridin-2-amine